OC1=C(C=C(C=C1)[N+](=O)[O-])NC=O N-(2-hydroxy-5-nitrophenyl)formamide